tert-butyl (3-(3-(1-(adamantan-1-ylmethyl)-5-methyl-1H-pyrazol-4-yl)-6-(8-(benzo[d]thiazol-2-ylcarbamoyl)-3,4-dihydroisoquinolin-2(1H)-yl)picolinamido)propyl)carbamate C12(CC3CC(CC(C1)C3)C2)CN2N=CC(=C2C)C=2C(=NC(=CC2)N2CC3=C(C=CC=C3CC2)C(NC=2SC3=C(N2)C=CC=C3)=O)C(=O)NCCCNC(OC(C)(C)C)=O